2,4-difluoro-2-nitrophenol FC1(C(C=CC(=C1)F)O)[N+](=O)[O-]